OC1=CC=C(C=C1)\C(=C(\CC)/C1=CC=CC=C1)\C1=CC=C(C=C1)N1CCN(CC1)C(=O)N1CCC(CC1)N1CCN(CC1)C=1C=C2CN(C(C2=CC1)=O)C1C(NC(CC1)=O)=O (Z)-3-(5-(4-(1-(4-(4-(1-(4-hydroxyphenyl)-2-phenylbut-1-en-1-yl)phenyl)piperazine-1-carbonyl)piperidin-4-yl)piperazin-1-yl)-1-oxoisoindolin-2-yl)piperidine-2,6-dione